FC(C(C(C)C)O)(F)C=1C(=C(C=CC1)[C@@H](C)NC(OC(C)(C)C)=O)F tert-butyl [(1R)-1-{3-[1,1-difluoro-2-hydroxy-3-methylbutyl]-2-fluorophenyl}ethyl]-carbamate